C1(CC1)C=1C=CC(=C(C1)C#C[Si](C)(C)C)C(F)(F)F ((5-cyclopropyl-2-(trifluoromethyl)phenyl)ethynyl)trimethylsilane